[N+](#[C-])C1=C(C=CC=C1)C1=CC=C(C=C1)C1=CC=CC=C1 2-isocyano-1,1':4',1''-terphenyl